2-(2-(6-methoxypyridin-3-yl)acetamido)acetamide COC1=CC=C(C=N1)CC(=O)NCC(=O)N